Methyl 1-((3S,4R)-3-fluorotetrahydro-2H-pyran-4-yl)-6-oxo-4-(((trifluoromethyl)sulfonyl)oxy)-1,6-dihydropyridine-3-carboxylate F[C@@H]1COCC[C@H]1N1C=C(C(=CC1=O)OS(=O)(=O)C(F)(F)F)C(=O)OC